methyl (4aS,6aR,6bS,8aR,9S,12aS,14aR,14bS)-9-amino-11-cyano-2,2,6a,6b,9,12a-hexamethyl-10,14-dioxo-1,3,4,5,6,6a,6b,7,8,8a,9,10,12a,14,14a,14b-hexadecahydropicene-4a(2H)-carboxylate N[C@]1([C@@H]2CC[C@]3([C@@]4(CC[C@]5(CCC(C[C@H]5[C@H]4C(C=C3[C@]2(C=C(C1=O)C#N)C)=O)(C)C)C(=O)OC)C)C)C